FC=1C=C(C=CC1[C@@H]1CC[C@H](CC1)CCC)C1=CC=CC=C1 3-fluoro-4-(trans-4'-propylcyclohexyl)biphenyl